tert-Butyl (S)-4-((2,5-dichloro-6-(2-fluorophenyl)pyridin-3-yl)((N-(4-((dimethylamino)methyl)-2-isopropylphenyl)sulfamoyl)imino)methyl)-3-methylpiperazine-1-carboxylate ClC1=NC(=C(C=C1C(N1[C@H](CN(CC1)C(=O)OC(C)(C)C)C)=NS(NC1=C(C=C(C=C1)CN(C)C)C(C)C)(=O)=O)Cl)C1=C(C=CC=C1)F